3-[7-(aminocarbonyl)-5-fluoro-2H-indazole-2-yl]-1-methylpyrrolidinium NC(=O)C1=CC(=CC2=CN(N=C12)C1C[NH+](CC1)C)F